2-(2-chlorophenyl)-N-[4-(6-chloropyridin-3-yl)-3-sulfamoylphenyl]acetamide phenyl-prop-2-ene(dithioperoxoate) C1(=CC=CC=C1)SSC(C=C)=O.ClC1=C(C=CC=C1)CC(=O)NC1=CC(=C(C=C1)C=1C=NC(=CC1)Cl)S(N)(=O)=O